ClC1=C(C=CC=C1)C=1N=C(SC1)NC(C1=NC=C(C=C1)F)=O N-(4-(2-chlorophenyl)thiazol-2-yl)-5-fluoropicolinamide